N-(4-hydroxybutyl)-N,N-di(7-(pentadecan-7-oxycarbonyloxy)heptyl)amine OCCCCN(CCCCCCCOC(=O)OC(CCCCCC)CCCCCCCC)CCCCCCCOC(=O)OC(CCCCCC)CCCCCCCC